(S)-3-(3-(4-hydroxy-1-methyl-2-oxo-1,2-dihydropyridin-3-yl)ureido)-3-(3'-(trifluoromethoxy)biphenyl-3-yl)propionic acid OC1=C(C(N(C=C1)C)=O)NC(N[C@@H](CC(=O)O)C=1C=C(C=CC1)C1=CC(=CC=C1)OC(F)(F)F)=O